O=C1N(CC2=CC(=CC=C12)N1CCC2(CC1)CCNCC2)C2C(NC(CC2)=O)=O 3-(1-oxo-5-(3,9-diazaspiro[5.5]undecan-3-yl)isoindolin-2-yl)piperidine-2,6-dione